4,4'-(Pyrazine-2,5-diyl)bis(1-hexylpyridin-1-ium) diiodide [I-].[I-].N1=C(C=NC(=C1)C1=CC=[N+](C=C1)CCCCCC)C1=CC=[N+](C=C1)CCCCCC